ClC1=NC(=CC(=C1)NC(=O)C=1C=NN(C1C(F)(F)F)C1=C2C=CNC(C2=CC=C1)=O)C(F)(F)F N-(2-chloro-6-(trifluoromethyl)pyridin-4-yl)-1-(1-oxo-1,2-dihydroisoquinolin-5-yl)-5-(trifluoromethyl)-1H-pyrazole-4-carboxamide